C(C)(C)(C)C1N=CC2=CC(=C(C=C2C1)OCCCOC)Cl 3-tert-butyl-7-chloro-6-(3-methoxypropoxy)-3,4-dihydroisoquinoline